C1=CC=CC=2C3=CC=CC=C3C(C12)COC(=O)N[C@@H](CC(=O)O)COCCC(C)C (3S)-3-(9H-fluoren-9-ylmethoxycarbonylamino)-4-(3-methyl-butoxy)butanoic acid